FC=1C=C(C=C(C1OCC1=NN=CN1C(C1=CC=CC=C1)(C1=CC=CC=C1)C1=CC=CC=C1)OC)C1=CC(=CC=2N(C(N(C21)C)=O)CC(=O)NC=2C=NC(=CC2)F)C(F)(F)F 2-(4-(3-fluoro-5-methoxy-4-((4-trityl-4H-1,2,4-triazol-3-yl)methoxy)phenyl)-3-methyl-2-oxo-6-(trifluoromethyl)-2,3-dihydro-1H-benzo[d]imidazol-1-yl)-N-(6-fluoropyridin-3-yl)acetamide